2-{4-[5-chloro-2-(4-chloro-1H-imidazol-1-yl)phenyl]-5-methoxy-2-oxopyridin-1(2H)-yl}pentanoic acid ClC=1C=CC(=C(C1)C1=CC(N(C=C1OC)C(C(=O)O)CCC)=O)N1C=NC(=C1)Cl